4-((1H-Indazol-5-yl)ethynyl)-N-(cyclopentylmethyl)-[2,4'-bipyrimidin]-2'-amine N1N=CC2=CC(=CC=C12)C#CC1=NC(=NC=C1)C1=NC(=NC=C1)NCC1CCCC1